N-undecyl-pyrrolidone C(CCCCCCCCCC)N1C(CCC1)=O